4-{[1-(3-Chloro-benzenesulfonyl)-1,2,3,4-tetrahydro-quinoline-7-carbonyl]-amino}-2-fluoro-benzoic acid ClC=1C=C(C=CC1)S(=O)(=O)N1CCCC2=CC=C(C=C12)C(=O)NC1=CC(=C(C(=O)O)C=C1)F